C(C1=CC=CC=C1)OC(C(C(=O)O)C(F)(F)F)C=C 3-benzyloxy-2-(trifluoromethyl)pent-4-enoic acid